N-(methyl-d3)-6-(spiro[2.2]pentane-1-carboxamido)nicotinamide C(NC(C1=CN=C(C=C1)NC(=O)C1CC12CC2)=O)([2H])([2H])[2H]